(s)-2-(4-(1,1-difluoro-2-hydroxypropyl)phenyl)-N-(4-(3-(2-ethylphenyl)pyrazin-2-yl)phenyl)acetamide FC([C@H](C)O)(F)C1=CC=C(C=C1)CC(=O)NC1=CC=C(C=C1)C1=NC=CN=C1C1=C(C=CC=C1)CC